CC=1C(=C(N=NC1C(F)(F)F)OC1=C(C=C(C=C1)OC(F)(F)F)C)C(=O)NC1=CC(=CC=C1)S(=O)(=O)C 5-methyl-3-(2-methyl-4-(trifluoromethoxy)phenoxy)-N-(3-(S-methylsulfonyl)phenyl)-6-(trifluoromethyl)pyridazine-4-carboxamide